2-cyclopropyl-4-(5-hydroxypentyl)nicotinic acid tert-butyl ester C(C)(C)(C)OC(C1=C(N=CC=C1CCCCCO)C1CC1)=O